Boc-octanediamine C(=O)(OC(C)(C)C)C(CCCCCCC)(N)N